(1S,2S)-N1-[4-[6-(3-methyl-1,2,4-thiadiazol-5-yl)-1H-pyrrolo[2,3-b]pyridin-3-yl]-5-(trifluoromethyl)pyrimidin-2-yl]cyclopentane-1,2-diamine CC1=NSC(=N1)C1=CC=C2C(=N1)NC=C2C2=NC(=NC=C2C(F)(F)F)N[C@@H]2[C@H](CCC2)N